C1(CC1)C1=NC=NC(=C1C=1N=C(C2=C(N1)C=C(N2)C)OCC2=CC=C(C=C2)C=2N(C=C(N2)C(F)(F)F)C)OC 2-(4-cyclopropyl-6-methoxy-pyrimidin-5-yl)-6-methyl-4-[[4-[1-methyl-4-(trifluoromethyl)imidazol-2-yl]phenyl]methoxy]-5H-pyrrolo[3,2-d]pyrimidine